C(C)O/C=C/C=1C=CC=2N(C1)C=NN2 (E)-6-(2-ethoxyvinyl)-[1,2,4]triazolo[4,3-a]pyridine